6-(4-Fluoro-1-((4'-fluoro-3'-methoxy-[1,1'-biphenyl]-4-yl)methyl)-1H-indol-7-carboxamido)spiro[3.3]heptan FC1=C2C=CN(C2=C(C=C1)C(=O)NC1CC2(CCC2)C1)CC1=CC=C(C=C1)C1=CC(=C(C=C1)F)OC